C(C)O/C=C/C=1C=C(C=CC1)CC1=NN=NN1 5-({3-[(1E)-2-ethoxyethenyl]phenyl}methyl)-1H-1,2,3,4-tetrazole